C=C1C[C@]2(CCCN2C1)CO (R)-(2-methylidenetetrahydro-1H-pyrrolizin-7a(5H)-yl)methanol